[N+](=O)([O-])C1=CC=C2C(=CNC2=C1)SC#N 6-Nitro-3-thiocyano-1H-indole